di(n-butyl)cyclononane C(CCC)C1(CCCCCCCC1)CCCC